COC1=C(C(=CC(=C1)C1=NC2=C(N1)C=CC(=C2)N2CC1(C2)CN(C1)CC(F)(F)F)O)O 3-methoxy-5-(5-(6-(2,2,2-trifluoroethyl)-2,6-diazaspiro[3.3]heptan-2-yl)-1H-benzo[d]imidazol-2-yl)benzene-1,2-diol